C(C)(C)(C)OC([C@@H](NC(=O)OCC1C2=CC=CC=C2C=2C=CC=CC12)CC(=O)O)=O (9-fluorenylmethoxycarbonyl)-aspartic acid-1-tert-butyl ester